ClCC1=C(C=C(CNC2=C3C(N(C(C3=CC=C2)=O)C2C(NC(CC2)=O)=O)=O)C=C1)F 4-((4-(chloromethyl)-3-fluorobenzyl)amino)-2-(2,6-dioxopiperidin-3-yl)isoindoline-1,3-dione